5-chloro-4-N-(2-dimethylphosphorylphenyl)-2-N-[2-methoxy-4-[4-(4-methylpiperazin-1-yl)piperidin-1-yl]phenyl]pyrimidine-2,4-diamine ClC=1C(=NC(=NC1)NC1=C(C=C(C=C1)N1CCC(CC1)N1CCN(CC1)C)OC)NC1=C(C=CC=C1)P(=O)(C)C